BrC1=C(OC=C1)CN(C(C1=C(C=CC=C1)Cl)=O)CC1=C(C=CC(=C1)Cl)N(S(=O)(=O)C=1C=CC2=C(C(=C(O2)C(=O)[O-])C)C1)CC 5-(N-(2-((N-((3-bromofuran-2-yl)methyl)-2-chlorobenzoylamino)methyl)-4-chlorophenyl)-N-ethylsulfamoyl)-3-methylbenzofuran-2-carboxylate